(1s,3r,4r)-rel-3-[(2,4-dinitrophenyl) sulfonylamino]-7-azabicyclo[2.2.1]heptane-7-formate [N+](=O)([O-])C1=C(C=CC(=C1)[N+](=O)[O-])S(=O)(=O)N[C@@H]1C[C@@H]2CC[C@H]1N2C(=O)[O-] |o1:16,18,21|